N1N=CC2=CC(=CC=C12)C#CC1=NC(=NC=C1)C1=NC(=NC=C1)N[C@H]1COCC1 (R)-4-((1H-Indazol-5-yl)ethynyl)-N-(tetrahydrofuran-3-yl)-[2,4'-bipyrimidin]-2'-amine